4-chloro-1,2-dimethyl-5-(4,4,5,5-tetramethyl-1,3,2-dioxaborolan-2-yl)-1H-benzo[d]imidazole ClC1=C(C=CC=2N(C(=NC21)C)C)B2OC(C(O2)(C)C)(C)C